N-{(6R)-7,7-difluoro-3-oxo-2-[6-(trifluoromethoxy)-4-(2,4,6-trifluorophenyl)-1,2-benzoxazol-3-yl]-2,5,6,7-tetrahydro-3H-pyrrolo[1,2-c]imidazol-6-yl}ethanesulfonamide FC1([C@@H](CN2C(N(C=C21)C2=NOC1=C2C(=CC(=C1)OC(F)(F)F)C1=C(C=C(C=C1F)F)F)=O)NS(=O)(=O)CC)F